C(C)C1CC(CCCC1)CC 1,3-diethylcycloheptane